N-((7-bromo-4-chloropyrrolo[2,1-f][1,2,4]triazin-5-yl)methyl)-N,N-diethylethanaminium, bromide salt [Br-].BrC1=CC(=C2C(=NC=NN21)Cl)C[N+](CC)(CC)CC